COC(\C=C\CCCNC(=O)OC(C)(C)C)=O.CC1=CN=C(S1)NC(CC1=CC=C(C=C1)NC(=O)C=1OC=CN1)=O N-(4-(2-((5-methylthiazol-2-yl)amino)-2-oxoethyl)phenyl)oxazole-2-carboxamide Methyl-(E)-6-(tert-butoxycarbonylamino)hex-2-enoate